N-(3-chloro-4-(trifluoromethoxy)phenyl)-N-(2,2-dimethyl-1-(1-methyl-1H-benzo[d]imidazol-2-yl)propyl)propiolamide ClC=1C=C(C=CC1OC(F)(F)F)N(C(C#C)=O)C(C(C)(C)C)C1=NC2=C(N1C)C=CC=C2